CNC/C=C/C(=O)OC (E)-methyl 4-(methylamino)but-2-enoate